CN1C=NC=C1 N-Methylimidazol